Dimethyl naphthalenedicarboxylate C=1(C(=CC=C2C=CC=CC12)C(=O)OC)C(=O)OC